FC(C(=O)O)(F)F.C1(CCCCC1)C1CC(N(C1)S(=O)(=O)N1CCOCC1)COC1=NC=CC(=C1)CN (2-((4-Cyclohexyl-1-(morpholinosulfonyl)pyrrolidin-2-yl)methoxy)pyridin-4-yl)methanamine 2,2,2-trifluoroacetate